2-methoxy-3-(tributylstannyl)pyrazine COC1=NC=CN=C1[Sn](CCCC)(CCCC)CCCC